NC1=NC(=C(C=2N1C(N(N2)CCN2CCCCC2)=O)C2=CC(=NC(=C2)C)C)C2=CC=C(C=C2)F 5-amino-8-(2,6-dimethyl-4-pyridinyl)-7-(4-fluorophenyl)-2-[2-(1-piperidinyl)ethyl]-[1,2,4]triazolo[4,3-c]pyrimidin-3-one